C(C1=CC=CC=C1)OCCCCCCCCC1C(C1CCCCCCCCOCC1=CC=CC=C1)C(=O)OCC ethyl 2,3-bis(8-(benzyloxy)octyl)cyclopropane-1-carboxylate